ClC1=CC=C(C(=N1)C=O)F 6-chloro-3-fluoropyridine-2-carbaldehyde